NC1OC=2C(C(C1C#N)C1=CC=C(C=C1)[N+](=O)[O-])C(CC(C2)(C)C)=O 2-amino-4-(4-nitrophenyl)-3-cyano-7,7-dimethyl-5-oxo-tetrahydrobenzopyran